di-tert-butyl-diazinone C(C)(C)(C)C(OP(=S)(OC(C)C(C)(C)C)OC1=NC(=NC(=C1)C)C(C)C)C